CN1CC(C1)(C)[C@@](C=1C=C(C=NC1)C1=NOC(=N1)CC(C)(C)NC(=O)C1CCOCC1)(C1=CC=C(C=C1)C(C)C)O Tetrahydro-pyran-4-carboxylic acid [2-(3-{5-[(R)-(1,3-dimethyl-azetidin-3-yl)-hydroxy-(4-isopropyl-phenyl)-methyl]-pyridin-3-yl}-[1,2,4]oxadiazol-5-yl)-1,1-dimethyl-ethyl]-amide